C(O)(O)=O.FC(=C)C fluoro-methyl ethylene carbonate